4-((1-(2,6-Dioxopiperidin-3-yl)-3-methyl-2-oxo-2,3-dihydro-1H-benzo[d]imidazol-5-yl)methyl)piperazine-1-carboxylic acid tert-butyl ester C(C)(C)(C)OC(=O)N1CCN(CC1)CC1=CC2=C(N(C(N2C)=O)C2C(NC(CC2)=O)=O)C=C1